5-amino-N-{4-[3-aminopiperidin-1-yl]-7-cyano-6,7-dihydro-5H-cyclopenta[b]pyridin-3-yl}-2-(2,6-difluorophenyl)-1,3-thiazole-4-carboxamide NC1=C(N=C(S1)C1=C(C=CC=C1F)F)C(=O)NC=1C(=C2C(=NC1)C(CC2)C#N)N2CC(CCC2)N